(S,E)-3-(7-(2-((S)-1-hydroxyethyl)-4-(methoxyimino)pyrrolidine-1-carbonyl)benzo[d][1,3]dioxol-4-yl)-2-methylbenzonitrile O[C@@H](C)[C@H]1N(C/C(/C1)=N/OC)C(=O)C1=CC=C(C2=C1OCO2)C=2C(=C(C#N)C=CC2)C